ClC=1OC2=C(N1)C=CC(=C2)C(F)(F)F 2-chloro-6-(trifluoromethyl)benzo[d]oxazole